The molecule is an O-acyl carbohydrate that is beta-D-glucopyranose in which the anomeric hydroxy hydrogen has been replaced by a 3,4-dihydroxybenzoyl group. It is an O-acyl carbohydrate, a benzoate ester, a beta-D-glucoside and a monosaccharide derivative. It derives from a 3,4-dihydroxybenzoic acid. C1=CC(=C(C=C1C(=O)O[C@H]2[C@@H]([C@H]([C@@H]([C@H](O2)CO)O)O)O)O)O